4-(5-Methyl-2-((1-methyl-1H-pyrazol-4-yl)amino)pyrimidin-4-yl)phenol CC=1C(=NC(=NC1)NC=1C=NN(C1)C)C1=CC=C(C=C1)O